NC([C@H](C)NC1=CC2=C(C=3N(CCO2)C=C(N3)N(C(=O)C3COC3)CC(F)F)C=C1)=O (S)-N-(9-((1-Amino-1-oxopropan-2-yl)amino)-5,6-dihydrobenzo[f]imidazo[1,2-d][1,4]oxazepin-2-yl)-N-(2,2-difluoroethyl)oxetane-3-carboxamide